(S)-11-(benzyloxy)-6-(bis(4-fluorophenyl)methyl)-3-bromo-5H-imidazo[2',1':3,4]pyrazino[1,2-b]pyridazin-10(6H)-one C(C1=CC=CC=C1)OC1=C2N(N=CC1=O)[C@H](CN1C2=NC=C1Br)C(C1=CC=C(C=C1)F)C1=CC=C(C=C1)F